C[Si](C#N)(C)C trimethylsilane-carbonitrile